NC=1C=2N(C=C(N1)C)C(=NC2C2=C(C=C(C=C2)NC(C(O)C2=CC(=CC(=C2)C(F)(F)F)F)=O)C)C([2H])([2H])[2H] N-[4-[8-amino-6-methyl-3-(trideuteriomethyl)imidazo[1,5-a]pyrazin-1-yl]-3-methyl-phenyl]-2-[3-fluoro-5-(trifluoromethyl)phenyl]-2-hydroxy-acetamide